N-(1-(2-hydroxyethyl)-6-oxo-1,6-dihydropyridin-3-yl)-4-((2-hydroxyethyl)sulfonamido)-2-(6-azaspiro[2.5]octan-6-yl)benzamide OCCN1C=C(C=CC1=O)NC(C1=C(C=C(C=C1)NS(=O)(=O)CCO)N1CCC2(CC2)CC1)=O